N1C=C(C2=CC=CC=C12)CCCNS(=O)(=O)C1=CC=C(C=C1)OCCC(C)C N-(3-(1H-indol-3-yl)propyl)-4-(isopentyloxy)benzenesulfonamide